C(#N)C1=C(C=C(C=C1)NC(=O)C1(CCC1)N1N=CC(=C1)C1CCNCC1)C(F)(F)F N-(4-cyano-3-(trifluoromethyl)phenyl)-1-(4-(piperidin-4-yl)-1H-pyrazol-1-yl)cyclobutane-1-carboxamide